octacosa-8,19,21,27-tetraene CCCCCCCC=CCCCCCCCCCC=CC=CCCCCC=C